racemic-tert-butyl (1S,2R,3R,5R)-3-[(6-chloropyridazin-3-yl)(methyl)amino]-2-fluoro-8-azabicyclo[3.2.1]octane-8-carboxylate ClC1=CC=C(N=N1)N([C@H]1[C@H]([C@@H]2CC[C@H](C1)N2C(=O)OC(C)(C)C)F)C |r|